2,6-diethyl-4-pyrone C(C)C=1OC(=CC(C1)=O)CC